(3,3-difluoro-1-pyrazolo[1,5-a]pyrimidin-7-yl-4-piperidyl)-(9-fluoro-3,5-dihydro-2H-pyrido[3,4-f][1,4]oxazepin-4-yl)methanone FC1(CN(CCC1C(=O)N1CCOC2=C(C1)C=NC=C2F)C2=CC=NC=1N2N=CC1)F